O1C[C@@H](CC1)CN1CCOC2(CN(C2)C2(C(NC(NC2=O)=O)=O)C2=CC=C(C=C2)OC2=CC=C(C=C2)OC(F)(F)F)C1 5-[8-[[(3S)-tetrahydrofuran-3-yl]methyl]-5-oxa-2,8-diazaspiro[3.5]nonan-2-yl]-5-[4-[4-(trifluoromethoxy)phenoxy]phenyl]hexahydropyrimidine-2,4,6-trione